Fluoro-Acrylate FC(C(=O)[O-])=C